C(C)N(CCN1C=C(C2=CC=C(C=C12)C1=CC=CC(=N1)C(=O)N)C1=CC=C(C=C1)F)CC 6-(1-(2-(diethylamino)ethyl)-3-(4-fluorophenyl)-1H-indol-6-yl)picolinamide